N1(CCC1)C1=CN(C2=C1C(=NC=C2)N2C[C@H](N(C[C@@H]2C)C(C(C)(C)C)=O)C)C2=CC(=CC=C2)F 1-((2R,5S)-4-(3-(azetidin-1-yl)-1-(3-fluorophenyl)-1H-pyrrolo[3,2-c]pyridin-4-yl)-2,5-dimethylpiperazin-1-yl)-2,2-dimethylpropan-1-one